4-Isopropyl-1-methyl-3-[2-(methylsulfanyl)-5-[2-(triisopropylsilyl)ethynyl]pyrido[2,3-d]pyrimidin-7-yl]imidazolidin-2-one C(C)(C)C1N(C(N(C1)C)=O)C=1C=C(C2=C(N=C(N=C2)SC)N1)C#C[Si](C(C)C)(C(C)C)C(C)C